C(#N)C1CC(C1)N1CC2(CCC2)C2=C1N=CN=C2N2C[C@H](N(C[C@@H]2C)C(=O)OC(C)(C)C)C tert-butyl (2R,5S)-4-[7-(3-cyanocyclobutyl)spiro[6H-pyrrolo[2,3-d]pyrimidine-5,1'-cyclobutane]-4-yl]-2,5-dimethylpiperazine-1-carboxylate